O1CCN(CC1)C1=C2C(=NC(=C1)N1N=C(C=C1)C=1C=C(C=CC1)C)C=C(O2)C(CCC2CCOCC2)=O 1-(7-morpholino-5-(3-(m-tolyl)-1H-pyrazol-1-yl)furo[3,2-b]pyridin-2-yl)-3-(tetrahydro-2H-pyran-4-yl)propan-1-one